ClC=1C=C2C=NC(=NC2=CC1N1CCN(CC1)C1(COC1)C)NC=1C=NN(C1)C(F)F 6-chloro-N-[1-(difluoromethyl)-1H-pyrazol-4-yl]-7-[4-(3-methyloxetan-3-yl)piperazin-1-yl]quinazolin-2-amine